ClC1=C(C(=CC=C1)F)NC(=O)C1=CC(=C(C=C1O[C@H](C(F)(F)F)C)C1=CN=C(C(=N1)C(=O)OC)C)F (S)-Methyl 6-(4-((2-chloro-6-fluorophenyl)carbamoyl)-2-fluoro-5-((1,1,1-trifluoropropan-2-yl)oxy)phenyl)-3-methylpyrazine-2-carboxylate